C(#CCC)C1=NC(=NC=C1F)N1CCC(CC1)C(=O)N1N=CCC1C1=CC(=CC(=C1)F)F (1-(4-(but-1-yn-1-yl)-5-fluoropyrimidin-2-yl)piperidin-4-yl)(5-(3,5-difluorophenyl)-4,5-dihydro-1H-pyrazol-1-yl)methanone